(R)-6-(5-Methylpyridin-2-yl)-N-(1-(2-(trifluoromethyl)pyrimidin-5-yl)ethyl)pyrido[2,3-d]pyrimidin-4-amine CC=1C=CC(=NC1)C1=CC2=C(N=CN=C2N[C@H](C)C=2C=NC(=NC2)C(F)(F)F)N=C1